[2,6-bis(2-methoxyphenyl)phenyl]-(2-sulfophenyl)-(2,6-dimethoxyphenyl)phosphine COC1=C(C=CC=C1)C1=C(C(=CC=C1)C1=C(C=CC=C1)OC)P(C1=C(C=CC=C1OC)OC)C1=C(C=CC=C1)S(=O)(=O)O